(R)-3-methyl-2-(5-methyl-6-((1-methylpiperidin-3-yl)amino)pyridazin-3-yl)-5-(trifluoromethyl)phenol CC=1C(=C(C=C(C1)C(F)(F)F)O)C=1N=NC(=C(C1)C)N[C@H]1CN(CCC1)C